OC=1C=C(C(=O)O)C=CC1C(\C=C\C1=CC=C(C=C1)OCC1=NC2=CC=CC=C2C=C1)=O 3-Hydroxy-4-[(E)-3-[4-(quinolin-2-ylmethoxy)phenyl]prop-2-enoyl]benzoic acid